CS(=O)(=O)O[C@H]1C[C@@H](OC[C@@H]1OC1COC1)C(=O)N1[C@H](C2=CC=CC=C2CC1)C1=CC=C(C=C1)F (2R,4S,5S)-2-((S)-1-(4-fluorophenyl)-1,2,3,4-tetrahydroisoquinoline-2-carbonyl)-5-(oxetan-3-yloxy)tetrahydro-2H-pyran-4-yl methanesulfonate